(S)-N-((R)-1-(2,4-dichlorophenyl)ethyl)-5-fluoro-8-oxo-5,6,7,8-tetrahydroquinoline-5-carboxamide ClC1=C(C=CC(=C1)Cl)[C@@H](C)NC(=O)[C@]1(C=2C=CC=NC2C(CC1)=O)F